N1(N=CC=C1)CCC=1N(C=2C(=C3CC[C@@H](N(C3=CC2)C(=O)OC)C)N1)CCNCC1=NN(C=C1)C methyl (S)-2-(2-(1H-pyrazol-1-yl)ethyl)-7-methyl-3-(2-(((1-methyl-1H-pyrazol-3-yl)methyl)amino)ethyl)-3,7,8,9-tetrahydro-6H-imidazo[4,5-f]quinoline-6-carboxylate